(2S,4R)-1-[(2S)-2-[4-(2,6-difluorophenyl)triazol-1-yl]-3,3-dimethyl-butanoyl]-4-hydroxy-N-methyl-pyrrolidine-2-carboxamide FC1=C(C(=CC=C1)F)C=1N=NN(C1)[C@H](C(=O)N1[C@@H](C[C@H](C1)O)C(=O)NC)C(C)(C)C